OC1=C(C=CC=C1)P1(OC2=C(C3=C1C=CC=C3)C=CC=C2)=O 6-(2-hydroxyphenyl)dibenzo[c,e][1,2]oxaphosphorine 6-oxide